[Cl-].[Cl-].CC1(CC(CCC1)C(C)(C(C)C)C)C1(C=CC=C1)[Zr+2]C1(C=CC=C1)C1(CC(CCC1)C(C)(C(C)C)C)C bis((1-methyl-3-(2,3-dimethylbutan-2-yl)cyclohexyl)cyclopentadienyl)zirconium dichloride